BrC1=C2CCCN(C2=CN=C1)C1=NC(NC2=CC=C(C(=C12)F)F)=O 4-(5-bromo-3,4-dihydro-1,7-naphthyridin-1(2H)-yl)-5,6-difluoroquinazolin-2(1H)-one